glycerin monocaproate C(CCCCC)(=O)O.OCC(O)CO